C1(=CC=CC=C1)C1=CC=CC=2C3=C(OC21)C=CC=C3 6-phenyldibenzofuran